C(C)(=O)OC1CC2=CC[C@H]3[C@@H]4CCC([C@@]4(C)CC[C@@H]3[C@]2(CC1)C)OC(CCCCCCCCCCC)=O 3-Acetoxy-17-lauroyloxy-5-androstene